6-(trifluoromethyl)pyridinamide FC(C1=CC=CC(=N1)C(=O)N)(F)F